tert-butyl N-(4-{[4-({3-[(tert-butoxycarbonyl)amino]-3-methylbutyl}amino)butyl]amino}-2-methylbutan-2-yl)carbamate C(C)(C)(C)OC(=O)NC(CCNCCCCNCCC(C)(C)NC(OC(C)(C)C)=O)(C)C